3,4-dichlorobenzylideneaniline ClC=1C=C(C=NC2=CC=CC=C2)C=CC1Cl